5-((4-fluoro-4-(7-methyl-[1,2,4]triazolo[1,5-a]pyridin-6-yl)piperidin-1-yl)sulfonyl)-3-methylisothiazole FC1(CCN(CC1)S(=O)(=O)C1=CC(=NS1)C)C=1C(=CC=2N(C1)N=CN2)C